8-(2,5-difluorophenylsulphonyl)-1-oxa-8-azaspiro[4.5]decan FC1=C(C=C(C=C1)F)S(=O)(=O)N1CCC2(CCCO2)CC1